FC(C(=O)O)(F)F.NC=1NC(=NN1)N1CCC(CC1)N1C[C@@H](OC[C@@H]1CC1=CC=C(C=C1)Cl)CC#N 2-((2S,5S)-4-(1-(5-amino-4H-1,2,4-triazol-3-yl)piperidin-4-yl)-5-(4-chlorobenzyl)morpholin-2-yl)acetonitrile 2,2,2-trifluoroacetate